n-Nonatetracontane CCCCCCCCCCCCCCCCCCCCCCCCCCCCCCCCCCCCCCCCCCCCCCCCC